(1R,2S,3R,5R)-3-[2-chloro-4-(methylamino)pyrrolo[2,3-d]pyrimidin-7-yl]-5-phenylcyclopentane-1,2-diol HCl salt Cl.ClC=1N=C(C2=C(N1)N(C=C2)[C@H]2[C@@H]([C@@H]([C@H](C2)C2=CC=CC=C2)O)O)NC